(2S)-2-{[1-cyclopentyl-5-(2,6-dimethoxyphenyl)-1H-pyrazol-3-yl]formamido}-4-phenyl-N-(1H-1,2,3,4-tetrazol-5-ylmethyl)butanamide C1(CCCC1)N1N=C(C=C1C1=C(C=CC=C1OC)OC)C(=O)N[C@H](C(=O)NCC1=NN=NN1)CCC1=CC=CC=C1